ClC=1C=C(C=CC1Cl)C=1N=C(SC1SC(C)C)N1N=C(C(=C1C(=O)O)C1=CC(=NC=C1)NC)C 1-(4-(3,4-dichlorophenyl)-5-(isopropylthio)thiazol-2-yl)-3-methyl-4-(2-(methylamino)pyridin-4-yl)-1H-pyrazole-5-carboxylic acid